NC1=C2C(=NC=N1)N(N=C2C2=C(C=C(C=C2)NC(=O)NC=2N(N=C(C2)C(C)(C)C)C2=CC=C(C=C2)C(C)C)F)C 1-[4-(4-amino-1-methyl-1H-pyrazolo[3,4-d]pyrimidin-3-yl)-3-fluoro-phenyl]-3-[5-tert-butyl-2-(4-isopropyl-phenyl)-2H-pyrazol-3-yl]-urea